C(C)(C)OC(=S)S(=O)(=O)NC(C(C)=O)NS(=O)(=O)C(=S)OC(C)C 1,1-bis(isopropoxythiocarbonylsulfonamido)-2-propanone